ethyl 5-(bis(tert-butoxycarbonyl)amino)-3-bromo-1-((2-(trimethylsilyl)ethoxy)methyl)-6,8-dihydro-1H-furo[3,4-d]pyrrolo[3,2-b]pyridine-2-carboxylate C(C)(C)(C)OC(=O)N(C1=C2C(=C3C(=N1)C(=C(N3COCC[Si](C)(C)C)C(=O)OCC)Br)COC2)C(=O)OC(C)(C)C